CC1(C(NCC1)=O)C=1OC(=NN1)C=1C(=NC=CC1)NC1=CC=C(C=C1)C(F)(F)F 3-methyl-3-(5-(2-((4-(trifluoromethyl)phenyl)amino)pyridin-3-yl)-1,3,4-oxadiazol-2-yl)pyrrolidin-2-one